C(CCCC)C=1C(=C(OC2=C(C=C(C=C2)N)N)C=CC1)C1CCCCC1 4-(4-trans-n-pentylcyclohexylphenoxy)-1,3-diaminobenzene